1,5-diphenyl-carbazole methyl-[(9-oxo-9H-thioxanthen-2-yl)oxy]acetate COC(COC1=CC=2C(C3=CC=CC=C3SC2C=C1)=O)=O.C1(=CC=CC=C1)C1=CC=CC=2C3=C(C=CC=C3NC12)C1=CC=CC=C1